benzyl 4-(8-(7-(difluoromethyl)-6-(1-methyl-1H-pyrazol-4-yl)-3,4-dihydroquinolin-1(2H)-yl)-1,2,3,4-tetrahydroisoquinolin-6-yl)-3,6-dihydropyridine-1(2H)-carboxylate FC(C1=C(C=C2CCCN(C2=C1)C=1C=C(C=C2CCNCC12)C=1CCN(CC1)C(=O)OCC1=CC=CC=C1)C=1C=NN(C1)C)F